N6,3',5'-Triacetyl-2'-deoxyadenosine C(C)(=O)NC=1C=2N=CN([C@H]3C[C@](O)([C@@H](C(O)C(C)=O)O3)C(C)=O)C2N=CN1